methyl 2-(3-bromophenyl)-8-((tert-butyldimethylsilyl) oxy)-2,7,7-trimethyloctanoate BrC=1C=C(C=CC1)C(C(=O)OC)(CCCCC(CO[Si](C)(C)C(C)(C)C)(C)C)C